N-methyl-N-(1-((R)-1-tritylazetidine-2-carbonyl)piperidine-4-carbonyl)-L-valine methyl ester COC([C@@H](N(C(=O)C1CCN(CC1)C(=O)[C@@H]1N(CC1)C(C1=CC=CC=C1)(C1=CC=CC=C1)C1=CC=CC=C1)C)C(C)C)=O